isobutyl 5-fluoro-3-(1-((1-(2-((4-isobutylphenyl)sulfonamido)ethyl)piperidin-4-yl)methyl)-1H-1,2,3-triazol-4-yl)-1H-indole-2-carboxylate FC=1C=C2C(=C(NC2=CC1)C(=O)OCC(C)C)C=1N=NN(C1)CC1CCN(CC1)CCNS(=O)(=O)C1=CC=C(C=C1)CC(C)C